OC(CC(=O)O)(CC(=O)[O-])C(=O)[O-] hydrogen 2-hydroxy-1,2,3-propanetricarboxylate